FC=1C=C(C=C(C1OC1=C2C(=NC=C1)N(C=C2I)COCC[Si](C)(C)C)F)N(C(=O)OC(C)(C)C)C(=O)OC(C)(C)C di-tert-butyl {3,5-difluoro-4-[(3-iodo-1-{[2-(trimethylsilyl)ethoxy]methyl}-1H-pyrrolo[2,3-b]pyridin-4-yl)oxy]phenyl}-2-imidodicarbonate